FC1=C(C=CC=C1F)N1CCC(CC1)NC1=C2C(=NC3=CC(=C(N=C13)OC)OCCCN1CCCC1)CCCCC2 1-(2,3-difluorophenyl)-N-{2-methoxy-3-[3-(pyrrolidin-1-yl)propoxy]-6H,7H,8H,9H,10H-cyclohepta[b]1,5-naphthyridin-11-yl}piperidin-4-amine